3-(1H-indol-3-yl)propanoate N1C=C(C2=CC=CC=C12)CCC(=O)[O-]